tert-Butyl 4-(4-chloro-2-fluorobenzyl)-4-hydroxypiperidine-1-carboxylate ClC1=CC(=C(CC2(CCN(CC2)C(=O)OC(C)(C)C)O)C=C1)F